NC(C=1N=C2N(C(=NC=C2Br)NCC2=C(C=CC3=C2CCO3)F)C1)C1CC1 2-(amino(cyclopropyl)methyl)-8-bromo-N-((5-fluoro-2,3-dihydrobenzofuran-4-yl)methyl)imidazo[1,2-c]pyrimidin-5-amine